5-chloro-8H-indeno[1,2-d]thiazol-2-amine ClC=1C=CC=2CC3=C(N=C(S3)N)C2C1